N1=CC(=CC=C1)C1=CC2=C(NC(=N2)NC(OCC2(COC2)C)=O)C=C1 (3-methyloxetan-3-yl)methyl (5-(pyridin-3-yl)-1H-benzo[d]imidazol-2-yl)carbamate